(R)-3-(5-(4-(dimethylcarbamoyl)-3-hydroxyphenyl)isoxazole-3-carboxamido)-2,3-dihydro-1H-indene-5-carboxylic acid CN(C(=O)C1=C(C=C(C=C1)C1=CC(=NO1)C(=O)N[C@@H]1CCC2=CC=C(C=C12)C(=O)O)O)C